Br[Cu] bromocopper(I)